2,4-diphenyl-6-(4-(4,4,5,5-tetramethyl-1,3,2-dioxaborolan-2-yl)-[1,1'-biphenyl]-2-yl)-1,3,5-triazine C1(=CC=CC=C1)C1=NC(=NC(=N1)C1=CC=CC=C1)C1=C(C=CC(=C1)B1OC(C(O1)(C)C)(C)C)C1=CC=CC=C1